3-isopropyl-6-methyl-1,2-phenylenebis(pyrrolidine-1-carboxylate) C(C)(C)C=1C(=C(C(=CC1)C)C1N(CCC1)C(=O)[O-])C1N(CCC1)C(=O)[O-]